6-(1-methyl-1H-pyrazol-4-yl)-4-(6-(6-(3-(pyridin-4-yl)propan-2-yn-1-yl)-3,6-diazabicyclo[3.1.1]heptan-3-yl)pyridin-3-yl)pyrazole CN1N=CC(=C1)C1(C=CC(=CN1)C=1C=NNC1)N1CC2N(C(C1)C2)CC#CC2=CC=NC=C2